5-[1-(3,3-Dimethylbutyl)-1H-pyrazol-4-yl]-6-chinolin-7-ylpyridin-2-carbonitril CC(CCN1N=CC(=C1)C=1C=CC(=NC1C1=CC=C2C=CC=NC2=C1)C#N)(C)C